CNCC=1C=CC(=C(C1)NS(=O)(=O)C1=CC=CC=C1)C=1C=NC=CC1 N-(5-((methylamino)methyl)-2-(pyridin-3-yl)phenyl)benzenesulfonamide